N1=CN=C2N=CNC2=C1N[C@@H]1[C@H]([C@@H]([C@H]([C@@H](O1)CO)NC(=O)C1(CCCCC1)NC(OC(C)(C)C)=O)O)O tert-butyl (1-(((2R,3R,4R,5S,6S)-6-((7H-purin-6-yl)amino)-4,5-dihydroxy-2-(hydroxymethyl)tetrahydro-2H-pyran-3-yl)carbamoyl)cyclohexyl)carbamate